1,1,1-trifluoro-2-(5-fluoro-6-(4-fluorophenyl)-4-(2-hydroxypropan-2-yl)pyridin-2-yl)propan FC(C(C)C1=NC(=C(C(=C1)C(C)(C)O)F)C1=CC=C(C=C1)F)(F)F